COC=1C(=C(C(=C(C1)C#C)[N+](=O)[O-])OC)OC trimethoxy((2-nitrophenyl)acetylene)